O=C1NC(CCC1N1C(C2=CC=C(C=C2C1=O)CCC(=O)O)=O)=O 3-(2-(2,6-dioxopiperidin-3-yl)-1,3-dioxoisoindolin-5-yl)propanoic acid